C(C)(C)N1N=C(N=C1C1C(CCC1)=O)C=1C=NC=C(C1)C(F)(F)F (1-isopropyl-3-(5-(trifluoromethyl)pyridin-3-yl)-1H-1,2,4-triazol-5-yl)cyclopentanone